BrC=1C=C(C=CC1F)CC#N 2-(3-bromo-4-fluorophenyl)acetonitrile